5-(furan-2-yl)-N-(1-(1-(tetrahydrofuran-3-yl)ethyl)-1H-pyrazol-4-yl)isoxazole-3-carboxamide O1C(=CC=C1)C1=CC(=NO1)C(=O)NC=1C=NN(C1)C(C)C1COCC1